OC1=CC=C(C=C1)/C(=C(\CC)/C1=CC=CC=C1)/C1=CC=C(OCCN2CCN(CC2)C(=O)OC2=CC=C(C=C2)[N+](=O)[O-])C=C1 4-nitrophenyl (Z)-4-(2-(4-(1-(4-hydroxyphenyl)-2-phenylbut-1-en-1-yl)phenoxy)ethyl)piperazine-1-carboxylate